C(C=C)OCC1CCN(CC1)C([C@H](CC1=CC=C(C=C1)OC)N(C([C@H]([C@@H](C)OC)NC(OC(C)(C)C)=O)=O)C)=O tert-butyl ((2S,3R)-1-(((S)-1-(4-((allyloxy)methyl)piperidin-1-yl)-3-(4-methoxyphenyl)-1-oxopropan-2-yl)(methyl)amino)-3-methoxy-1-oxobutan-2-yl)carbamate